C(#N)C=1C=CC(=C2C=CC=NC12)N1CC=2N(N=C3C=C(C=CC23)C2CCN(CC2)CC(=O)N)[C@@H](C1)C (R)-2-(4-(2-(8-cyanoquinolin-5-yl)-4-methyl-1,2,3,4-tetrahydropyrazino[1,2-b]indazole-8-yl)piperidin-1-yl)acetamide